5-Bromo-3-methylpentanoate BrCCC(CC(=O)[O-])C